CCCCCCCCCCCCCCCCCCOC(=O)CCC1=CC(=C(C(=C1)C(C)(C)C)O)C(C)(C)C octadecyl 3-(3,5-di-T-butyl-4-hydroxyphenyl) propionate